FC1=C(C=C(C=C1)F)N1N=NC(=C1)C(CC)N1C=C(C2=C1N=CN=C2N)C=2C(=NC=NC2)OC 7-{1-[1-(2,5-difluorophenyl)-1H-1,2,3-triazol-4-yl]Propyl}-5-(4-methoxypyrimidin-5-yl)-7H-pyrrolo[2,3-d]Pyrimidin-4-amine